2-[1-[2-(6-Isopropoxy-3-pyridyl)-6-methyl-4-oxo-chromen-8-yl]ethylamino]benzoic acid C(C)(C)OC1=CC=C(C=N1)C=1OC2=C(C=C(C=C2C(C1)=O)C)C(C)NC1=C(C(=O)O)C=CC=C1